NC1=NC=CC2=C1NC(N2C2CCCC2)=O 4-amino-1-cyclopentyl-1,3-dihydro-2H-imidazo[4,5-c]pyridin-2-one